C1CCC12CN(CC2)CCNC(C2=CN=C(C(=C2)NC2=NN(C1=NC(=NC=C12)NC=1C=NN(C1)C)C)C)=O N-(2-(6-azaspiro[3.4]octan-6-yl)ethyl)-6-methyl-5-((1-methyl-6-((1-methyl-1H-pyrazol-4-yl)amino)-1H-pyrazolo[3,4-d]pyrimidin-3-yl)amino)nicotinamide